ClC1=CC=C(C=C1)/C(=C/COC1=CC(=C(C=C1)C(C(=O)O)C)C)/C1=CC=C(C=C1)C#CCN1CCOCC1 (e)-[4-[3-(4-Chlorophenyl)-3-[4-[3-(morpholin-4-yl)propynyl]phenyl]allyloxy]-2-methylphenyl]-propionic acid